ClC1=C(C=CC(=N1)NC(=O)[C@H]1[C@H]2C[C@@H]([C@@H]([C@@H]1C1=CC(=CC=C1)C(F)(F)F)O2)O)C(F)(F)F |r| rac-(1R,2R,3S,4R,5S)-N-(6-chloro-5-(trifluoromethyl)pyridin-2-yl)-5-hydroxy-3-(3-(trifluoromethyl)phenyl)-7-oxabicyclo[2.2.1]heptane-2-carboxamide